ClC1=CC=C(OC2=CC=C3C(CC(OC3=C2)(C)C)NC(C=C)=O)C=C1 N-{7-(4-chlorophenoxy)-2,2-dimethylchroman-4-yl}acrylamide